N1=CC=C2N1CC(CN2)CN2C(C1=CC=CC=C1C2=O)=O 2-((4,5,6,7-tetrahydropyrazolo[1,5-a]pyrimidin-6-yl)methyl)isoindoline-1,3-dione